CN(CC(=O)O)C1=NC2=CC=C(C=C2C(=C1)C1=CC=CC=C1)NC(CCCC)=O 2-[methyl(6-pentanamido-4-phenylquinolin-2-yl)amino]acetic acid